CCCC(CCC)NC(=O)C1=CC2=C(OCO2)C=C1 N-(hept-4-yl)benzo(D)(1,3)dioxol-5-carboxamide